dimethyl-N,N'-dihexyl-3-oxoglutaramide CC(C(C(C(=O)NCCCCCC)C)=O)C(=O)NCCCCCC